BrC=1C=C(C(=NC1)C#N)C(F)(F)F 5-bromo-3-(trifluoromethyl)picolinonitrile